N(N)C1=NC(=C2N=C(N(C2=N1)C)C1=CC=NC=C1)N1CCN(CC1)C(C)=O 1-(4-(2-hydrazinyl-9-methyl-8-(pyridin-4-yl)-9H-purin-6-yl)piperazin-1-yl)ethanone